5-((5-(3,5-dichloro-4-fluorophenyl)-5-(trifluoromethyl)-4,5-dihydroisoxazol-3-yl)amino)-2-fluorobenzaldehyde ClC=1C=C(C=C(C1F)Cl)C1(CC(=NO1)NC=1C=CC(=C(C=O)C1)F)C(F)(F)F